4-(6-fluoropyridin-3-yl)-6-(1-methyl-1H-pyrazol-4-yl)pyrazolo[1,5-a]Pyrazine FC1=CC=C(C=N1)C=1C=2N(C=C(N1)C=1C=NN(C1)C)N=CC2